(3E)-9,9-didecyloxy-3-nonen-1-ol C(CCCCCCCCC)OC(CCCC/C=C/CCO)OCCCCCCCCCC